[Na].[Na].ClC1=CC=C(C=C1)C(OC(C1=CC=CC=C1)=S)=C1C2=CC=CC=C2N(C=2C=CC=CC12)C 9-(4-chlorophenyl-thiobenzoyl-oxymethylene)-10-methyl-9,10-dihydroacridine-disodium salt